(3S,4S)-4-[7-(2-hydroxy-4,6-dimethyl-phenyl)-1,8-naphthyridin-2-yl]tetrahydrofuran-3-ol OC1=C(C(=CC(=C1)C)C)C1=CC=C2C=CC(=NC2=N1)[C@@H]1[C@@H](COC1)O